FC=1C=C2C(CCN3C2=C(C1F)OCCC3)=O 10,11-difluoro-3,4,6,7-tetrahydro-[1,4]oxazepino[2,3,4-ij]quinolin-8(2H)-one